5-((4-(3-((2-((1S)-1-((tetrahydro-2H-pyran-2-yl)oxy)ethyl)-1H-imidazol-1-yl)methyl)isoxazol-5-yl)phenyl)ethynyl)picolinamide O1C(CCCC1)O[C@@H](C)C=1N(C=CN1)CC1=NOC(=C1)C1=CC=C(C=C1)C#CC=1C=CC(=NC1)C(=O)N